(S)-ISOPROPYL 2-((S)-2-ACETAMIDO-3-(1H-INDOL-3-YL)PROPANAMIDO)-6-DIAZO-5-OXOHEXANOATE C(C)(=O)N[C@H](C(=O)N[C@H](C(=O)OC(C)C)CCC(C=[N+]=[N-])=O)CC1=CNC2=CC=CC=C12